(9-phenyl-9H-carbazole-1-yl)boronic acid C1(=CC=CC=C1)N1C2=CC=CC=C2C=2C=CC=C(C12)B(O)O